4-(n-butyl)-4-aza-tricyclo[6.2.1.02,7]-9-undecene-3-one C(CCC)N1C(C2C3C=CC(C2CC1)C3)=O